11-hydroxy-17-(2-hydroxyacetyl)-10,13-dimethyl-1,2,6,7,8,9,10,11,12,13,14,15,16,17-tetradecahydrocyclopenta[a]phenanthren-3-one OC1CC2(C(CCC2C2CCC3=CC(CCC3(C12)C)=O)C(CO)=O)C